BrC1=CC(=C(C=C1)C=1CCN(CC1)C(=O)OC(C)(C)C)CC tert-butyl 4-(4-bromo-2-ethylphenyl)-3,6-dihydropyridine-1(2H)-carboxylate